C(C1=CC=CC=C1)C1=CC2=C(N=C(N=C2)NC=2C=NC(=CC2)N2CCOCC2)N(C1=O)C=1C=C(C=CC1)NC(OC(C)(C)C)=O tert-butyl (3-(6-benzyl-2-((6-morpholinopyridin-3-yl)amino)-7-oxopyrido[2,3-d]pyrimidin-8(7H)-yl)phenyl)carbamate